NC1=NC(=NC(=C1C=O)Cl)SC 4-amino-6-chloro-2-(methylthio)pyrimidine-5-carbaldehyde